CC1(OB(OC1(C)C)C1=CC=2CN(CCC2S1)C(=O)OC(C)(C)C)C tert-butyl 2-(4,4,5,5-tetramethyl-1,3,2-dioxaborolan-2-yl)-6,7-dihydrothieno[3,2-c]pyridine-5(4H)-carboxylate